methyl (2-(1'-methyl-3-(1-(4-oxopentanoyl)piperidin-4-yl)-1H,1'H-[4,6'-biindazol]-1-yl)acetyl)glycylglycinate CN1N=CC2=CC=C(C=C12)C=1C=2C(=NN(C2C=CC1)CC(=O)NCC(=O)NCC(=O)OC)C1CCN(CC1)C(CCC(C)=O)=O